3-Bromo-2-(4-fluorophenyl)-6-methyl-6-(trifluoromethyl)-6,7-dihydro-4H-pyrazolo[5,1-c][1,4]oxazine BrC=1C(=NN2C1COC(C2)(C(F)(F)F)C)C2=CC=C(C=C2)F